FC=1C(=NN(C1)C[C@@H](C)O)[S@](=O)(N)=NC(NC1=C2C(=NC3=C1CCC3)C3(CC2)CC3)=O (S)-4-fluoro-1-((R)-2-hydroxypropyl)-N'-((1',5',6',7'-tetrahydro-2'H-spiro[cyclopropane-1,3'-dicyclopenta[b,e]pyridin]-8'-yl)carbamoyl)-1H-pyrazole-3-sulfonimidamide